BrC=1C=NC=C(C1N(C)C)Br 3,5-dibromo(pyridin-4-yl)dimethylamine